4-(((trans)-4-(4-(2-oxopyrrolidin-1-yl)phenyl)cyclohexyl)oxy)-1H-1,2,3-triazole-5-carboxylic acid O=C1N(CCC1)C1=CC=C(C=C1)[C@@H]1CC[C@H](CC1)OC=1N=NNC1C(=O)O